5-(p-tolyl)-N-(1-(4-(trifluoromethyl)benzyl)-1H-indazol-3-yl)furan-2-carboxamide C1(=CC=C(C=C1)C1=CC=C(O1)C(=O)NC1=NN(C2=CC=CC=C12)CC1=CC=C(C=C1)C(F)(F)F)C